2-chloro-N-(1-methylcyclopropyl)-3-[(1-methylpyrazol-3-yl)methyl]-4-oxoquinazoline-6-sulfonamide ClC1=NC2=CC=C(C=C2C(N1CC1=NN(C=C1)C)=O)S(=O)(=O)NC1(CC1)C